4-[3-[7-[[(3S,4R)-3-fluoro-1-methyl-4-piperidyl]amino]-3-(trifluoromethylsulfanyl)pyrazolo[1,5-a]pyridin-2-yl]prop-2-ynylamino]-3-methoxy-N-methyl-benzamide F[C@H]1CN(CC[C@H]1NC1=CC=CC=2N1N=C(C2SC(F)(F)F)C#CCNC2=C(C=C(C(=O)NC)C=C2)OC)C